N-ethyl-1,2,3,4-tetrahydroquinoline C(C)N1CCCC2=CC=CC=C12